ClC1=C(C=CC=C1C1=C(C(=NC=C1)Cl)Cl)NC(C1=NC=C(C=C1)C=O)=O N-(2-chloro-3-(2,3-dichloropyridin-4-yl)phenyl)-5-formylpicolinamide